NCCC(O[Si](OC)(OC)CCC1=CC=CC=C1)CN (aminoethyl)(aminomethyl)phenethyltrimethoxysilane